(Z)-2-((Z)-2-(cyclohexylmethylsulfonyloxyimino)thiophen-3(2H)-ylidene)-2-o-tolylacetonitrile C1(CCCCC1)CS(=O)(=O)O\N=C\1/SC=C/C1=C(/C#N)\C1=C(C=CC=C1)C